3-chloro-2-fluoroprop-1-ene ClCC(=C)F